N-(3-amino-2-methylpropyl)acetamide NCC(CNC(C)=O)C